FC(C=1N=C(OC1C(=O)N1[C@@H](C2=C(CC1)NC=N2)C2=NN1C(C=CC=C1C(F)(F)F)=C2)[C@@H](C)O)F (4-(difluoromethyl)-2-((R)-1-hydroxyethyl)oxazol-5-yl)((S)-4-(7-(trifluoromethyl)pyrazolo[1,5-a]pyridin-2-yl)-6,7-dihydro-1H-imidazo[4,5-c]pyridin-5(4H)-yl)methanone